tert-Butyl N-[[1-[4-[(5-Cyclopropyl-1H-pyrazol-3-yl)amino]pyrimidin-2-yl]-4,4-difluoro-pyrrolidin-3-yl]methyl]carbamate C1(CC1)C1=CC(=NN1)NC1=NC(=NC=C1)N1CC(C(C1)(F)F)CNC(OC(C)(C)C)=O